ClC1=CN=C2N1C=C(C=C2)S(=O)(=O)N([C@@H](C(F)(F)F)C2=CC=C(C=C2)F)CC (R)-3-chloro-N-ethyl-N-(2,2,2-trifluoro-1-(4-fluorophenyl)ethyl)imidazo[1,2-a]pyridine-6-sulfonamide